(S)-4-(4-(2-cycloheptyl-2-(2-methyl-1,2,3,4-tetrahydropyrrolo[1,2-a]pyrazine-6-carboxamido)acetamido)phenyl)-3,5-dimethylpyridine 1-oxide C1(CCCCCC1)[C@@H](C(=O)NC1=CC=C(C=C1)C1=C(C=[N+](C=C1C)[O-])C)NC(=O)C1=CC=C2N1CCN(C2)C